(S)-2-fluoro-4-(3-(2-fluoro-4-(3-methoxypyrrolidine-1-yl)phenyl)-7-(2,6-diazaspiro[3.3]heptane-2-yl)-3H-imidazo[4,5-b]pyridine-2-yl)benzonitrile FC1=C(C#N)C=CC(=C1)C1=NC=2C(=NC=CC2N2CC3(C2)CNC3)N1C1=C(C=C(C=C1)N1C[C@H](CC1)OC)F